NC=1C=C(C=C2C=C(N=NC12)NC(=O)[C@H]1[C@H](C1)F)C=1C=NC(=CC1C)N (1S,2S)-N-[8-amino-6-(6-amino-4-methyl-3-pyridyl)cinnolin-3-yl]-2-fluoro-cyclopropanecarboxamide